6-(2-(4-Fluoro-3-methylphenyl)pyridin-3-yl)-N-(2-(pyrrolidin-1-yl)ethyl)imidazo[1,5-a]pyridine-3-carboxamide FC1=C(C=C(C=C1)C1=NC=CC=C1C=1C=CC=2N(C1)C(=NC2)C(=O)NCCN2CCCC2)C